C1(CC1)C1=C(C(=O)NNC(C(=O)OCC)=O)C=CC=C1 ethyl 2-(2-(2-cyclopropylbenzoyl) hydrazino)-2-oxoacetate